CS(=O)(=O)ON=C1C(C=CC(=C1)OC)CC#N ((methylsulfonyloxyimino)-4-methoxyphenyl)acetonitrile